(S)-1-(2-((S)-3-((7-methoxyquinolin-4-yl)oxy)pyrrolidin-1-yl)acetyl)pyrrolidine-2-carbonitrile COC1=CC=C2C(=CC=NC2=C1)O[C@@H]1CN(CC1)CC(=O)N1[C@@H](CCC1)C#N